3-methyl-1-(quinolin-7-yl)-1H-pyrazol-5(4H)-one CC1=NN(C(C1)=O)C1=CC=C2C=CC=NC2=C1